7-(2,6-dichloro-4-nitro-phenoxy)-3,4-dihydro-2H-[1,3]oxazino[3,2-a]benzimidazole ClC1=C(OC=2C=CC3=C(N4C(=N3)OCCC4)C2)C(=CC(=C1)[N+](=O)[O-])Cl